N-(2-aminoethyl)3-aminopropylmethyldimethoxysilane NCCNCCC[Si](OC)(OC)C